NC1=NC=NN2C1=C(C=C2C=2C=NC(=C(C(=O)N[C@@H]1CN(C[C@@H]1F)C(C)(C(C)(C)O)C)C2)OC)C(F)(F)F 5-(4-Amino-5-(trifluoromethyl)pyrrolo[2,1-f][1,2,4]triazin-7-yl)-N-((3R,4S)-4-fluoro-1-(3-hydroxy-2,3-dimethylbutan-2-yl)pyrrolidin-3-yl)-2-methoxynicotinamide